C([C@@H]1[C@@H]([C@@H]([C@H](C(O1)OP(=O)(O)O)O)O)O)O The molecule is a D-galactose phosphate that consists of D-galactopyranose having a single phospho substituent located at the 1-position. It is an intermediate obtained during the the galactose metabolism. It has a role as a human metabolite and a fundamental metabolite. It derives from an aldehydo-D-galactose and a D-galactose.